C[C@]12C3CC[C@@]4(C(=CCC4C3CC=C2C[C@H](CC1)NC(=O)N1CC=NC=C1)N1C=NC(=C1)C(=O)OC)C Methyl 1-((3S,10R,13S)-10,13-dimethyl-3-(pyrazine-4-carboxamido)-2,3,4,7,8,9,10,11,12,13,14,15-dodecahydro-1H-cyclopenta[a]phenanthren-17-yl)-1H-imidazole-4-carboxylate